2-[methyl(2-{4-[2-(morpholin-4-yl)ethoxy]pyridin-2-yl}-5H,6H,7H-cyclopenta[d]pyrimidin-4-yl)amino]-N-(propan-2-yl)acetamide CN(CC(=O)NC(C)C)C=1C2=C(N=C(N1)C1=NC=CC(=C1)OCCN1CCOCC1)CCC2